[(1S)-2-methyl-4-oxo-3-[(2Z)-penta-2,4-dienyl]cyclopent-2-en-1-yl](1R,3R)-3-[(E)-3-methoxy-2-methyl-3-oxoprop-1-enyl]-2,2-dimethylcyclopropane-1-carboxylate CC=1[C@H](CC(C1C\C=C/C=C)=O)OC(=O)[C@H]1C([C@@H]1\C=C(\C(=O)OC)/C)(C)C